OC(=O)C(F)(F)F.C1(CCC1)CN(CCN1C2CC(CC1CC2)C=2C=C(C(=O)N)C=CC2)C(CO)=O 3-endo-(8-{2-[cyclobutylmethyl-(2-hydroxyacetyl)amino]ethyl}-8-azabicyclo[3.2.1]oct-3-yl)-benzamide TFA salt